diethyl 2,2'-bifuran-5,5'-dicarboxylate O1C(=CC=C1C(=O)OCC)C=1OC(=CC1)C(=O)OCC